(2R,4R)-1-(3-chloro-2-fluorobenzyl)-4-((3-fluoro-6-((5-methyl-1H-pyrazol-3-yl)amino)-4-(trifluoromethoxy)pyridin-2-yl)methyl)-2-methylpiperidine-4-carboxylic acid ClC=1C(=C(CN2[C@@H](C[C@@](CC2)(C(=O)O)CC2=NC(=CC(=C2F)OC(F)(F)F)NC2=NNC(=C2)C)C)C=CC1)F